COC(CN1C(O[C@@]2(C1=O)CCC1=CC(=C(C=C12)F)NC(=O)NC)=O)=O (S)-2-(6-fluoro-5-(3-methylureido)-2',4'-dioxo-2,3-dihydrospiro[indene-1,5'-oxazolidine]-3'-yl)acetic acid methyl ester